FC1=CC=C(C=C1)CCC(=O)N1[C@@H](CCC1)C(=O)N[C@H](C(=O)NC1=CC=C(C=C1)OC)C1=CC=C(C=C1)OC (S)-1-(3-(4-fluorophenyl)propanoyl)-N-((S)-1-(4-methoxyphenyl)-2-((4-methoxyphenyl)amino)-2-oxoethyl)pyrrolidine-2-carboxamide